BrC1=CS(C(=C1)Cl)C1=CC=CC=C1 3-bromo-5-chloro-1-phenylthiophene